NN1C(=NN=C1S)C1=CC=CC=C1 4-amino-3-phenyl-5-sulfhydryl-1,2,4-triazole